[8-(4-piperidinyl)imidazo[1,2-a]Pyridin-3-yl]Hexahydropyrimidine-2,4-dione N1CCC(CC1)C=1C=2N(C=CC1)C(=CN2)N2C(NC(CC2)=O)=O